C(C1=CC=CC=C1)C=1C=NC(=NC1)N(CCNC=1C=NN2C1C=CC(=C2)C=2C=NN(C2)C)C N1-(5-benzylpyrimidin-2-yl)-N1-methyl-N2-(6-(1-methyl-1H-pyrazol-4-yl)pyrazolo[1,5-a]pyridin-3-yl)ethane-1,2-diamine